NCCC(C(=O)OC(C)(C)C)C=1C(=NC2=CC=C(C=C2C1)Br)C tert-butyl 4-amino-2-(6-bromo-2-methylquinolin-3-yl)butanoate